bis[3-(trimethoxysilyl)propyl]ethyl-amine CO[Si](CCCN(CC)CCC[Si](OC)(OC)OC)(OC)OC